(2,3,5,6-tetrafluoro-4-(methoxymethyl) phenyl)Methyl 3-(2-cyano-1-propen-1-yl)-2,2-dimethylcyclopropanecarboxylate C(#N)C(=CC1C(C1C(=O)OCC1=C(C(=C(C(=C1F)F)COC)F)F)(C)C)C